ClC=1C(=NC=C(C1)OC1COC1)C#N 3-chloro-5-(oxetan-3-yloxy)pyridine-2-carbonitrile